BrC=1C(=C2C(=NC1)NC(=N2)C2=C(N(C(=C2)C)C2=CC=C(C(=O)NCCN(C)C)C=C2)C)N[C@@H]2CN(CC2)S(=O)(=O)CC (S)-4-(3-(6-bromo-7-((1-(ethylsulfonyl)pyrrolidine-3-yl)amino)-3H-imidazo[4,5-b]pyridine-2-yl)-2,5-dimethyl-1H-pyrrol-1-yl)-N-(2-(dimethylamino)ethyl)benzamide